C(C=1C(O)=CC=CC1)=NC(CN)C salicylidene-propylenediamine